6-chloro-N-methoxy-N-methyl-3-(methylthio)picolinamide ClC1=CC=C(C(=N1)C(=O)N(C)OC)SC